ClC=1C=NC(=NC1)N1CCC(CC1)CO (1-(5-chloropyrimidin-2-yl)piperidin-4-yl)methanol